FC1=CC=C(C(=O)C2=CNC=3N=C(N=C(C32)N[C@H]3CN(CC3)C(C=C)=O)NC=3C=NN(C3)C)C=C1 (R)-1-(3-((5-(4-fluorobenzoyl)-2-((1-methyl-1H-pyrazol-4-yl)amino)-7H-pyrrolo[2,3-d]pyrimidin-4-yl)amino)pyrrolidin-1-yl)prop-2-en-1-one